stearic acid (4aS,7aS,12bS)-3-(cyclopropylmethyl)-4a-hydroxy-7-methylene-2,3,4,4a,5,6,7,7a-octahydro-1H-4,12-methanobenzofuro[3,2-e]isoquinolin-9-yl ester C1(CC1)CN1C2[C@@]3(CCC([C@H]4[C@]3(CC1)C1=C(O4)C(=CC=C1C2)OC(CCCCCCCCCCCCCCCCC)=O)=C)O